2-(1-bromoethyl)-5-(5-methyl-1H-1,2,4-triazol-1-yl)pyridine (R)-4-(3-(4-chloro-2-fluorophenyl)-2,3-dihydrobenzo[b][1,4]dioxin-5-yl)piperidine-1-carboxylate ClC1=CC(=C(C=C1)[C@H]1OC2=C(OC1)C=CC=C2C2CCN(CC2)C(=O)O)F.BrC(C)C2=NC=C(C=C2)N2N=CN=C2C